C(C)C(C(C(=O)[O-])(CC)CC)CCCCCCCCCCC diethyl-2-ethyl-myristate